OC1=C(C=CC(=C1)O)N=NC1=CC=CC=C1 2,4-dihydroxyazobenzene